C(#N)C1=CC=C(OC(C(=O)NC=2SC3=C(N2)C=C(C(=C3)OC)OCCOC)C3=CC=C(C=C3)S(=O)(=O)CC)C=C1 2-(4-Cyano-phenoxy)-2-(4-ethanesulfonyl-phenyl)-N-[6-methoxy-5-(2-methoxy-ethoxy)-benzothiazol-2-yl]-acetamide